4-amino-N-[(1S,3S)-3-{2-[2-(2,6-dioxopiperidin-3-yl)-1-oxo-3H-isoindol-4-yl]ethynyl}cyclohexyl]-3-methoxybenzamide NC1=C(C=C(C(=O)N[C@@H]2C[C@H](CCC2)C#CC2=C3CN(C(C3=CC=C2)=O)C2C(NC(CC2)=O)=O)C=C1)OC